O1CCNC2=C1C=CC(=C2)N 3,4-dihydro-2H-1,4-benzoxazin-6-amine